FC(CC1=NC=CC=N1)(C)F (2,2-difluoropropyl)pyrimidine